[2-chloro-4-[[3-[1-[(6-methoxypyridazin-3-yl)methyl]-3-(trifluoromethyl)pyrazol-4-yl]imidazo[1,2-a]pyrazin-8-yl]amino]phenyl]-piperazin-1-ylmethanone formate C(=O)O.ClC1=C(C=CC(=C1)NC=1C=2N(C=CN1)C(=CN2)C=2C(=NN(C2)CC=2N=NC(=CC2)OC)C(F)(F)F)C(=O)N2CCNCC2